5-guanidino-1,2-pentanedione N(C(=N)N)CCCC(C=O)=O